N1CC(C1)N1CC2(C1)CCN(CC2)C2=NC=CC(=N2)COC2=CC=C(C=C2)C(C)(C)C=2C=C(C#N)C=C(C2)Cl 3-(2-(4-((2-(2-(azetidin-3-yl)-2,7-diazaspiro[3.5]non-7-yl)pyrimidine-4-yl)methoxy)phenyl)prop-2-yl)-5-chlorobenzonitrile